ClC=1C(=NC(=NC1)N1CC(CCC1)F)NC1=CC=2C3=C(C(N(C2C=C1)C)=O)OCC([C@@H](N3)C3CC3)(F)F (2S)-10-((5-Chloro-2-(3-fluoropiperidin-1-yl)pyrimidin-4-yl)amino)-2-cyclopropyl-3,3-difluoro-7-methyl-1,2,3,4-tetrahydro-[1,4]oxazepino[2,3-c]chinolin-6(7H)-on